3,3-difluoro-1-methylcyclobutane-1-carboxylic acid FC1(CC(C1)(C(=O)O)C)F